8-(4-((1R,5S)-3,8-diazabicyclo[3.2.1]octan-3-yl)-8-fluoro-2-(((2R,7aS)-2-fluorotetrahydro-1H-pyrrolizin-7a(5H)-yl)methoxy)quinazolin-7-yl)-1-ethylisoquinolin-6-ol [C@H]12CN(C[C@H](CC1)N2)C2=NC(=NC1=C(C(=CC=C21)C=2C=C(C=C1C=CN=C(C21)CC)O)F)OC[C@]21CCCN1C[C@@H](C2)F